ClC1=C(C=C(C=C1)OC(C)=O)OC(C)=O 4-chloro-1,3-diacetoxybenzene